FC(CN1C(C2(C3=CC=CC=C13)CCC(CC2)=O)=O)(F)F 1'-(2,2,2-trifluoroethyl)spiro[cyclohexane-1,3'-indoline]-2',4-dione